4-[(1R)-1-Cyclopropylethoxy]-6-(4,4,5,5-tetramethyl-1,3,2-dioxaborolan-2-yl)pyrazolo[1,5-a]pyridine-3-carbonitrile C1(CC1)[C@@H](C)OC=1C=2N(C=C(C1)B1OC(C(O1)(C)C)(C)C)N=CC2C#N